C(C)(C)(C)OC(=O)N1[C@H](CC[C@@H](C1)C)C1=CC2=CN(N=C2C=C1)[C@@H]1CC(N(CC1)C)(C)C.C(C(=C)C)(=O)OCC[N+](C)(C)C |o1:23| [2-(methacryloyloxy)ethyl]trimethylammonium tert-butyl-(2R,5S)-5-methyl-2-[2-[rel-(4S)-1,2,2-trimethyl-4-piperidyl]indazol-5-yl]piperidine-1-carboxylate